C(C)(C)(C)C1(CC1)NC(=O)C=1C=C(C=CC1)NC1=C(C=C(C(=O)N=C2NCCN2)C=C1)C1CC1 4-({3-[(1-tert-butylcyclopropyl)carbamoyl]phenyl}amino)-3-cyclopropyl-N-[(2Z)-imidazolidin-2-ylidene]benzamide